The molecule is a lipid A derivative that consists of a linear tetrasaccharide phosphate comprising an N-acetyl-alpha-D-glucosamine residue,an L-glycero-alpha-D-manno-heptose residue phosphoethanolamine-substituted on O-3, another L-glycero-alpha-D-manno-heptose residue and a 3-deoxy-D-manno-oct-2-ulosonic acid (2-keto-3-deoxy-D-mannooctanoic acid, Kdo) in a (1->2), (1->3), (1->5) sequence, with the Kdo residue at the reducing end connected via an alpha(2->6) linkage to a de-O-acylated lipid A. Corresponds to the de-O-acylated lipid A conjugate of the icsB mutant of the core oligosaccharide of Neisseria meningitidis. It is a member of lipid As and a dodecanoate ester. CCCCCCCCCCCCCC(=O)O[C@H](CCCCCCCCCCC)CC(=O)O[C@@H]1[C@H]([C@@H](O[C@@H]([C@H]1OP(=O)(O)OP(=O)(O)O)CO[C@@]2(C[C@H]([C@H]([C@H](O2)[C@@H](CO)O)O[C@@H]3[C@H]([C@H]([C@@H]([C@H](O3)[C@H](CO)O)O)O[C@@H]4[C@H]([C@H]([C@@H]([C@H](O4)[C@H](CO)O)O)OP(=O)(O)OCCN)O[C@@H]5[C@@H]([C@H]([C@@H]([C@H](O5)CO)O)O)NC(=O)C)O)O)C(=O)O)OC[C@@H]6[C@H]([C@@H]([C@H]([C@H](O6)OP(=O)(O)OP(=O)(O)OCCN)NC(=O)C[C@@H](CCCCCCCCCCC)O)OC(=O)C[C@@H](CCCCCCCCCCC)O)O)NC(=O)C[C@@H](CCCCCCCCCCC)OC(=O)CCCCCCCCCCC